5'-fluoro-N-methyl-1',2',3',6'-tetrahydro-[3,4'-bipyridine]-6-carboxamide FC1=C(CCNC1)C=1C=NC(=CC1)C(=O)NC